8-Bromo-4-chloro-6-methylquinoline BrC=1C=C(C=C2C(=CC=NC12)Cl)C